OCSC[C@H](NC(CC[C@H](N)C(=O)O)=O)C(=O)NCC(=O)O S-Hydroxymethylglutathion